(2R)-2-[6-(2-chloropyrimidin-4-yl)-1-oxo-2,3-dihydro-1H-isoindol-2-yl]propanoic acid ClC1=NC=CC(=N1)C1=CC=C2CN(C(C2=C1)=O)[C@@H](C(=O)O)C